N-{[(4R)-4-cyclopropyl-2,5-dioxoimidazolidin-4-yl]methyl}-4'-(trifluoromethyl)[biphenyl]-2-carboxamide C1(CC1)[C@@]1(NC(NC1=O)=O)CNC(=O)C=1C(=CC=CC1)C1=CC=C(C=C1)C(F)(F)F